ClC1=NC=CC(=C1)OC=1C=NC(=CC1)OC(F)(F)F 2-chloro-4-[[6-(trifluoromethoxy)-3-pyridyl]oxy]pyridine